CC\C=C\C[C@H](CCCCCC)OC1=CC=C(C=C1)CCC(C)=O (S,E)-4-(4-(dodec-3-en-6-yloxy)phenyl)butan-2-one